C[C@@H]1CC(NC=2N=CN=C(C21)C=2C=C(SC2)C(=O)N)=O 4-((R)-5-methyl-7-oxo-5,6,7,8-tetrahydropyrido[2,3-d]pyrimidin-4-yl)thiophene-2-carboxamide